5-(1-(2,2-difluoroethyl)-2-methyl-1H-imidazo[4,5-b]pyridin-6-yl)-N-(cis-3-methoxycyclobutyl)pyrrolo[2,1-f][1,2,4]triazin-2-amine FC(CN1C(=NC2=NC=C(C=C21)C=2C=CN1N=C(N=CC12)N[C@@H]1C[C@@H](C1)OC)C)F